ClC1=CC=C(C=N1)CN(C=1C=COC1)CC1=CC=C(C=C1)Br 4-{[(6-Chloropyridin-3-yl)methyl](4-bromobenzyl)amino}furan